(trifluoromethyl)chroman-4-yl acetate C(C)(=O)OC1CC(OC2=CC=CC=C12)C(F)(F)F